2-(3-aminoprop-1-yn-1-yl)-N-[(3S,4R)-3-fluoro-1-methylpiperidin-4-yl]-1-(2,2,2-trifluoroethyl)indole-4-amine dihydrochloride Cl.Cl.NCC#CC=1N(C=2C=CC=C(C2C1)N[C@H]1[C@H](CN(CC1)C)F)CC(F)(F)F